(2S,4r)-4-hydroxy-1-[(2S)-2-(4-imidazo[1,2-a]pyridin-2-yl-triazol-1-yl)-3,3-dimethyl-butyryl]-N-methyl-pyrrolidine-2-carboxamide O[C@@H]1C[C@H](N(C1)C([C@H](C(C)(C)C)N1N=NC(=C1)C=1N=C2N(C=CC=C2)C1)=O)C(=O)NC